ethyl 6-methyl-3-nitro-2-oxo-1,2-dihydropyridine-4-carboxylate CC1=CC(=C(C(N1)=O)[N+](=O)[O-])C(=O)OCC